C(CC)SC1=CC2=C(N=CN2)C=C1 5-propylsulfanylbenzimidazole